CC/C=C\\C/C=C\\C/C=C\\C/C=C\\CCCCCCC(=O)O[C@H](CO)COP(=O)(O)OCCN The molecule is a 2-acyl-sn-glycero-3-phosphoethanolamine in which the acyl group is specified as 8Z,11Z,14Z,17Z-eicosapentaenoyl (omega-3-arachidonoyl). It has a role as a metabolite. It is a 2-acyl-sn-glycero-3-phosphoethanolamine and a lysophosphatidylethanolamine 20:4. It derives from an all-cis-8,11,14,17-icosatetraenoic acid.